ClC1=C(C=NC(=C1)F)C=O 4-Chloro-6-fluoro-pyridine-3-carbaldehyde